CC1(CN(C=2C1=NC=CC2)C(=O)N2CC1(CC2)CCN(CC1)CC1=NC=C(C=C1)F)C (3,3-dimethyl-2,3-dihydro-1H-pyrrolo[3,2-b]pyridin-1-yl)(8-((5-fluoropyridin-2-yl)methyl)-2,8-diazaspiro[4.5]decan-2-yl)methanone